C(C=C)(=O)N1C(CN(CC1)C1=NC(=NC=2CC(CCC12)N1CC(C2=CC=CC=C12)C)OCCN(C)C)CC#N 2-(1-acryloyl-4-(2-(2-(dimethylamino)ethoxy)-7-(3-methylindolin-1-yl)-5,6,7,8-tetrahydroquinazolin-4-yl)piperazin-2-yl)acetonitrile